O1COCC2=C1C=CC=C2CCN2C([C@H](CC2=O)NC(=O)C2COC1C(O2)C=CC=C1)=O N-((S)-1-(2-(benzo[d][1,3]dioxin-5-yl)ethyl)-2,5-dioxopyrrolidin-3-yl)-2,3,4a,8a-tetrahydrobenzo[b][1,4]dioxin-2-carboxamide